6-nonadecaenoic acid C(CCCCC=CCCCCCCCCCCCC)(=O)O